FC1=CC=C(C=C1)N1C(=C(C2=C(C=CC=C12)O)C1=CC=C(C(=O)O)C=C1)C(C)C 4-[1-(4-fluorophenyl)-4-hydroxy-2-isopropyl-indol-3-yl]benzoic acid